tert-butyl (2R*,3R*)-2-benzyl-3-hydroxypiperidine-1-carboxylate C(C1=CC=CC=C1)[C@H]1N(CCC[C@H]1O)C(=O)OC(C)(C)C |o1:7,12|